C(C1=C(C=CC=C1)N(C([O-])=S)C1=C(C(=CC=C1)CCCCCC)CCCCCC)C1=C(C=CC=C1)N(C([O-])=S)C1=C(C(=CC=C1)CCCCCC)CCCCCC methylenediphenylene-bis(dihexylphenyl thiocarbamate)